FC(C(=O)O)(F)F.CC1C(CC=C(C1)C1CCN(CC1)CC1CCNCC1)=O 3-methyl-2-oxo-5-(1-(piperidin-4-ylmethyl)piperidin-4-yl)-2,3-dihydro-1H-benzene Trifluoroacetate salt